NC1=C2N=CN(C2=NC(=N1)C#N)[C@@H]1O[C@@H]([C@H](C1)O[Si](C)(C)C(C)(C)C)CO[Si](C)(C)C(C)(C)C 6-amino-9-{(2R,4S,5R)-4-(tert-Butyldimethylsilyloxy)-5-[(tert-Butyldimethylsilyloxy)methyl]tetrahydrofuran-2-yl}-9H-purine-2-carbonitrile